ClC=1N=C(C=2N=NC=CC2N1)Cl 6,8-dichloropyrimido[5,4-c]pyridazine